CC1=NC(=CC(=C1)C=1NC2=CC=C(C=C2C1C(C)C)C1CCN(CC1)CC)C 2-(2,6-dimethylpyridin-4-yl)-5-(1-ethylpiperidin-4-yl)-3-isopropyl-1H-indole